C[C@H]1N(C=CNC1=O)C(=O)OCC1=CC=CC=C1 Benzyl (R)-2-methyl-3-oxo-3,4-dihydropyrazine-1(2H)-carboxylate